C(C)(C)(C)OC(=O)N1CC(CC1)C1=NC(=C(C=C1)CC)OC 3-(5-Ethyl-6-methoxypyridin-2-yl)pyrrolidine-1-carboxylic acid tert-butyl ester